O1C(COCC1)COC1=NC(N2C(C3=CC=C(C=C3CC2)OCC2=NC=CC=C2)=C1)=O 2-([1,4]Dioxan-2-ylmethoxy)-9-(pyridin-2-ylmethoxy)-6,7-dihydro-pyrimido[6,1-a]isoquinolin-4-one